6-{4-[(2-methyl-4-{[4-(trifluoromethoxy)phenyl]Amino}piperidin-1-yl)sulfonyl]phenyl}-2,3-dihydro-1H-isoindol-1-one CC1N(CCC(C1)NC1=CC=C(C=C1)OC(F)(F)F)S(=O)(=O)C1=CC=C(C=C1)C1=CC=C2CNC(C2=C1)=O